(S)-N-((S)-3-oxo-1-((S)-2-oxopyrrolidin-3-yl)-4-(trifluoromethoxy)butan-2-yl)-5-(pent-4-enoyl)-5-azaspiro[2.4]heptane-6-carboxamide O=C([C@H](C[C@H]1C(NCC1)=O)NC(=O)[C@H]1N(CC2(CC2)C1)C(CCC=C)=O)COC(F)(F)F